O[C@@H]1[C@H]([C@H]2[C@H](OC(C2)=O)C1)\C=C\C(COC1=CC=CC=C1)(F)F (3aS,4S,5S,6aR)-5-hydroxy-4-[(1E)-3,3-difluoro-4-phenoxy-1-butenyl]hexahydro-2H-cyclopenta[b]furan-2-one